FC=1C=C(C=C(C1)C(F)(F)F)N1CC(CC1)CN1C(C(C2=CC=C(C=C12)C(=O)O)(C)C)=O 1-((1-(3-Fluoro-5-(trifluoromethyl)phenyl)pyrrolidin-3-yl)methyl)-3,3-dimethyl-2-oxoindoline-6-carboxylic acid